Cl.C(C)(=O)N1CCN(CC1)CCCOC1=C(C=CC(=C1)C(=O)NC1=CC(=C(C=C1)O)NS(=O)(=O)C)C1=CC=C(C=C1)C(F)(F)F 2-(3-(4-acetylpiperazin-1-yl)propoxy)-N-(4-hydroxy-3-(methylsulfonamido)phenyl)-4'-(trifluoromethyl)-[1,1'-biphenyl]-4-carboxamide hydrochloride